bromo-1-cyclopropyl-7-fluoro-N-methyl-N-phenyl-[1,2,4]triazolo[4,3-a]quinazolin-5-amine BrC1=C2C(=NC=3N(C2=CC=C1F)C(=NN3)C3CC3)N(C3=CC=CC=C3)C